FC1(CCC(CC1)[C@H](NC(=O)C1=CC=NN1CC)C=1N=C2N(N=C(C(=N2)N(C)C)CC2C(NC[C@H](C2)C(F)(F)F)=O)C1)F N-((1S)-(4,4-difluorocyclohexyl)(3-(dimethylamino)-2-(((5S)-2-oxo-5-(trifluoromethyl)piperidin-3-yl)methyl)imidazo[1,2-b][1,2,4]triazin-6-yl)methyl)-1-ethyl-1H-pyrazole-5-carboxamide